3-(4-Methoxyphenyl)pyrazole COC1=CC=C(C=C1)C1=NNC=C1